FC=1C=CC=C2C=NN(C12)C 7-fluoro-1-methyl-1H-indazol